(R)-N-(3'-((6-((1-acryloylazetidin-3-yl)oxy)-7-methoxyquinazolin-4-yl)amino)-4'-methoxy-[1,1'-biphenyl]-3-yl)-2-oxo-4-phenyloxazolidin-3-carboxamide C(C=C)(=O)N1CC(C1)OC=1C=C2C(=NC=NC2=CC1OC)NC=1C=C(C=CC1OC)C1=CC(=CC=C1)NC(=O)N1C(OC[C@H]1C1=CC=CC=C1)=O